1-(4-((5-(3,5-dimethylisoxazol-4-yl)-2-methylphenyl)((1-((3-(2,4-dioxotetrahydropyrimidin-1(2H)-yl)pyridin-4-yl)methyl)piperidin-4-yl)methyl)amino)phenyl)cyclopropane-1-carbonitrile CC1=NOC(=C1C=1C=CC(=C(C1)N(C1=CC=C(C=C1)C1(CC1)C#N)CC1CCN(CC1)CC1=C(C=NC=C1)N1C(NC(CC1)=O)=O)C)C